2-Amino-4-(3-((S)-3-((R)-2,4-dimethylpiperazin-1-yl)pyrrolidin-1-yl)-5-fluoro-7,9-dihydrofuro[3,4-f]quinazolin-6-yl)-7-fluorothieno[3,2-c]pyridine-3-carbonitrile NC1=C(C=2C(=NC=C(C2S1)F)C=1C2=C(C=3C=NC(=NC3C1F)N1C[C@H](CC1)N1[C@@H](CN(CC1)C)C)COC2)C#N